ClC1=NC2=CC=C(C=C2C=C1)C(=O)OC methyl 2-chloroquinoline-6-carboxylate